hexahydro-1,3,5-tris(hydroxyethyl)-1,3,5-triazine OCCN1CN(CN(C1)CCO)CCO